CC(=COB(O)O)C dimethylvinylboric acid